NC=1N=NC(=CC1N1CC2CCC(C1)N2C2=CC(=NC=C2)C#CC2CCN(CC2)C(=O)OC(C)(C)C)C2=C(C=CC=C2)OCOC tert-butyl 4-((4-(3-(3-amino-6-(2-(methoxymethoxy)phenyl)pyridazin-4-yl)-3,8-diazabicyclo[3.2.1]octan-8-yl)pyridin-2-yl)ethynyl)piperidine-1-carboxylate